N2-(4-aminophenethyl)-N4-(2-(4-methylpiperazin-1-yl)ethyl)quinazoline-2,4-diamine NC1=CC=C(CCNC2=NC3=CC=CC=C3C(=N2)NCCN2CCN(CC2)C)C=C1